C(C1=CC=CC=C1)OC=1C=C(OCC(CNCCOCCOCCNC)O)C=CC1OCC1=CC=CC=C1 14-(3,4-bis(benzyloxy)phenoxy)-5,8-dioxa-2,11-diazatetradecan-13-ol